Cl.[2H]C1(C(C(C=2C1=CC1=C(OCO1)C2)([2H])[2H])(N)[2H])[2H] 5,5,6,7,7-Pentadeuteriocyclopenta[f][1,3]benzodioxol-6-amine hydrochloride